FC=1C=C2C(=C(NC2=C(C1)F)C1=CC=C(C=C1)F)C(C(=O)NC)CC (5,7-difluoro-2-(4-fluorophenyl)-1H-indol-3-yl)-N-methylbutanamide